BrC1=C(N=C(S1)C1=CC(=CC=C1)C1=NOC(=C1)[C@]1(C(N(CC1)C)=O)O)C(=O)N (R)-5-bromo-2-(3-(5-(3-hydroxy-1-methyl-2-oxopyrrolidin-3-yl)isoxazol-3-yl)phenyl)thiazole-4-carboxamide